SC=1NC(C2=C(N1)COC2)=O 2-mercapto-5,7-dihydrofuro[3,4-d]pyrimidin-4(3H)-one